Tert-butyl 4-(4-(6-(1-(3-(1H-pyrazol-1-yl)propanoyl)-1,2,5,6-tetrahydropyridin-3-yl)-2-(dimethylcarbamoyl)-7-fluorobenzo[b]thiophen-4-yl)phenyl)piperazine-1-carboxylate N1(N=CC=C1)CCC(=O)N1CC(=CCC1)C=1C=C(C2=C(SC(=C2)C(N(C)C)=O)C1F)C1=CC=C(C=C1)N1CCN(CC1)C(=O)OC(C)(C)C